fumaric acid-monosodium salt [Na+].C(\C=C\C(=O)O)(=O)[O-]